O[C@H]1[C@@H](O[C@@H]([C@H]1O)CO)C=1C(NC(N(C1)C1CCN(CC1)C)=O)=O 5-((2S,3R,4S,5R)-3,4-dihydroxy-5-(hydroxymethyl)tetrahydrofuran-2-yl)-1-(1-methylpiperidin-4-yl)pyrimidine-2,4(1H,3H)-dione